C(CCCCCCCC)OC(OC(C=CCCCCCCCCCCCCCCCC)OC(C=CCCCCCCCCCCCCCCCC)OC(OCCCCCCCCC)OCCCCCCCCC)OCCCCCCCCC dinonyloxy-octadecenylmethoxy-methyl ether